O=C1NC(CCC1N1C(C2=CC=CC(=C2C1=O)N1CCN(CC1)C=1N=CC(=NC1)C(=O)N1C[C@@H](CC1)C(=O)O)=O)=O (3R)-1-(5-{4-[2-(2,6-dioxopiperidin-3-yl)-1,3-dioxoisoindol-4-yl]piperazin-1-yl}pyrazine-2-carbonyl)pyrrolidine-3-carboxylic acid